C(C)(C)(C)OC(=O)N1CC(C1)(C)C(C1=CC=C(C=C1)C(C)C)(O)C=1C=NC=C(C1)OCC1=CC=CC=C1 3-[(5-Benzyloxy-pyridin-3-yl)-hydroxy-(4-isopropyl-phenyl)-methyl]-3-methyl-azetidine-1-carboxylic acid tert-butyl ester